2-hydroxy-2-sulfinylacetic acid, disodium salt [Na+].[Na+].OC(C(=O)[O-])=S=O.OC(C(=O)[O-])=S=O